(S)-5-((((2'-(3-((3-((2-Oxa-6-azaspiro[3.3]heptan-6-yl)methyl)-2-fluorophenyl)amino)-2-chlorophenyl)-3'-chloro-6-methoxy-[2,4'-bipyridin]-5-yl)methyl)amino)methyl)pyrrolidin-2-one C1OCC12CN(C2)CC=2C(=C(C=CC2)NC=2C(=C(C=CC2)C2=NC=CC(=C2Cl)C2=NC(=C(C=C2)CNC[C@@H]2CCC(N2)=O)OC)Cl)F